1-(7-chloro-4-(((R)-1-(3-((S)-1,1-difluoro-2-hydroxypropyl)-2-fluorophenyl)ethyl)amino)pyrido[2,3-d]pyrimidin-6-yl)cyclopropane-1-carbonitrile ClC=1C(=CC2=C(N=CN=C2N[C@H](C)C2=C(C(=CC=C2)C([C@H](C)O)(F)F)F)N1)C1(CC1)C#N